5-(5-(2,5-diazabicyclo[2.2.2]octan-2-yl)-3H-imidazo[4,5-b]pyridin-2-yl)-4-aminothieno[2,3-b]pyridin-6(7H)-one 2,2,2-trifluoroacetate FC(C(=O)O)(F)F.C12N(CC(NC1)CC2)C2=CC=C1C(=N2)NC(=N1)C1=C(C2=C(NC1=O)SC=C2)N